C(#N)C1=CC=2N(N=C1)C(=CC2)C2=CC(=C(C=N2)C2=NN=C(S2)N2[C@H]1C[C@H]([C@@H](C2)C1)NC(C)=O)NC(C)C N-((1R,4R,5R)-2-(5-(6-(3-cyanopyrrolo[1,2-b]pyridazin-7-yl)-4-(isopropylamino)pyridin-3-yl)-1,3,4-thiadiazol-2-yl)-2-azabicyclo[2.2.1]heptan-5-yl)acetamide